8-cycloheptyl-9-(4-((1-(3-fluoropropyl)azetidin-3-yl)methyl)phenyl)-6,7-dihydro-5H-benzo[7]annulene-3-carboxylic acid hydrochloride Cl.C1(CCCCCC1)C=1CCCC2=C(C1C1=CC=C(C=C1)CC1CN(C1)CCCF)C=CC(=C2)C(=O)O